(3-(4-((6-cyano-1H-indol-1-yl)methyl)-1H-imidazol-1-yl)propyl)carbamic acid tert-butyl ester C(C)(C)(C)OC(NCCCN1C=NC(=C1)CN1C=CC2=CC=C(C=C12)C#N)=O